FC=1C(=C(C(=O)OCC)C=C(C1)[N+](=O)[O-])C1=CC=C2C=NN(C2=C1)C Ethyl 3-fluoro-2-(1-methyl-1H-indazol-6-yl)-5-nitrobenzoate